1-(2-(3,8-diazabicyclo[3.2.1]oct-8-yl)-7,8-dihydro-1,6-naphthyridin-6(5H)-yl)-3-methylbutan-1-one C12CNCC(CC1)N2C2=NC=1CCN(CC1C=C2)C(CC(C)C)=O